tert-butyl-(((1S,2R)-2-(2,2-dibromovinyl)cyclopropyl)methoxy)diphenylsilane C(C)(C)(C)[Si](C1=CC=CC=C1)(C1=CC=CC=C1)OC[C@@H]1[C@@H](C1)C=C(Br)Br